5-(7-(2-cyclopropyl-5-ethoxy-4-methylbenzyl)-2,7-diazaspiro[3.5]non-2-yl)picolinic acid C1(CC1)C1=C(CN2CCC3(CN(C3)C=3C=CC(=NC3)C(=O)O)CC2)C=C(C(=C1)C)OCC